methyl 2,2-difluoro-2-(fluoro-sulfonyl)acetate FC(C(=O)OC)(S(=O)(=O)F)F